NC1=C2N=CN(C2=NC(=N1)F)[C@H]1C[C@@H]([C@@](O1)(C#C)CO[P@](=O)(OC1=CC=CC=C1)N[C@H](C(=O)OCCCCCCCCCCCCCCCCC)CC1=CC(=CC(=C1)F)F)O Heptadecyl (S)-2-(((S)-(((2R,3S,5R)-5-(6-amino-2-fluoro-9H-purin-9-yl)-2-ethynyl-3-hydroxytetrahydrofuran-2-yl)methoxy)(phenoxy)phosphoryl)amino)-3-(3,5-difluorophenyl)propanoate